FC1(C(CC1)CN1N=CC(=N1)C(=O)O)F 2-((2,2-difluorocyclobutyl)methyl)-2H-1,2,3-triazole-4-carboxylic acid